NC1=C(C(=NC=N1)O)CCO 6-amino-5-(2-hydroxyethyl)pyrimidine-4-ol